N[C@H]1[C@H](CN(CC1)CC1CCN(CC1)C1=C(C=C(C=C1)C1C(NC(CC1)=O)=O)F)F 3-[4-[4-[[(3S,4R)-4-amino-3-fluoro-1-piperidyl]methyl]-1-piperidyl]-3-fluoro-phenyl]piperidine-2,6-dione